R-(-)-N-(pyridine-4-ylmethyl)-2-[(pyridine-3-ylmethyl)amino]-2-(2,4,5-trimethylphenyl)acetamid N1=CC=C(C=C1)CNC([C@@H](C1=C(C=C(C(=C1)C)C)C)NCC=1C=NC=CC1)=O